sodium 4-[(3,5,5-trimethylhexanoyl)oxy]benzene-1-sulfonate CC(CC(=O)OC1=CC=C(C=C1)S(=O)(=O)[O-])CC(C)(C)C.[Na+]